2-(2-(3,3-Difluoroazetidin-1-yl)-6-methylpyrimidin-4-yl)-5-(4-iodo-2-(6-azaspiro[2.5]Octan-6-yl)phenyl)-1,3,4-thiadiazole FC1(CN(C1)C1=NC(=CC(=N1)C=1SC(=NN1)C1=C(C=C(C=C1)I)N1CCC2(CC2)CC1)C)F